OC1=C(C(=NN1C1=NC=C(C=C1)S(=O)(=O)C)C)C1=CC=C(C#N)C=C1 4-(5-hydroxy-3-methyl-1-(5-(methylsulfonyl)pyridin-2-yl)-1H-pyrazol-4-yl)benzonitrile